ClC1=CC=C(OCC2=NN=C(S2)C2=C(C(=O)N)C(=CC(=N2)C)C2=C(C=CC(=C2)F)OC)C=C1 (5-((4-chlorophenoxy)methyl)-1,3,4-thiadiazol-2-yl)-4-(5-fluoro-2-methoxyphenyl)-6-methylnicotinamide